ClC=1C=C(CN2CC=3C(N(C=4N=CC=CC4C3CC2)CC2=CC3=C(OCCO3)C=C2)=O)C=CC1 3-(3-chlorobenzyl)-6-((2,3-dihydro[1,4]benzodioxin-6-yl)methyl)-2,3,4,6-tetrahydropyrido[3,4-c][1,8]naphthyridin-5(1H)-one